C(CN(C(OC(C)(C)C)=O)C)N(C(OCOP(=O)(OCC1=CC=CC=C1)OCC1=CC=CC=C1)=O)C ((bis(benzyloxy)phosphoryl)oxy)methyl tert-butyl ethane-1,2-diylbis(methylcarbamate)